C(COCCOCCOCCOCCOCCCCCCCCCCCCC)O[Si](CCCS)(OCCOCCOCCOCCOCCOCCCCCCCCCCCCC)OCC 4-((3,6,9,12,15-Pentaoxaoctacosyl)oxy)-4-ethoxy-5,8,11,14,17,20-hexaoxa-4-silatritriacontane-1-thiol